FC(C1=C(C=CC(=C1)C(=O)O)C1=C(C(=CC=C1)C)C)F 2-(Difluoromethyl)-2',3'-dimethyl-[1,1'-biphenyl]-4-carboxylic acid